S(=O)(=O)([O-])C1=CC=C(C)C=C1.C(C)[N+]1=C(SC2=C1C=CC=C2)C 3-ethyl-2-methyl-1,3-benzothiazol-3-ium tosylate